Ethyl-(2S)-2-[4-fluoro-2-(4-butoxy-4,5-dihydroisoxazol-3-yl)phenoxy]propanoat C(C)OC([C@H](C)OC1=C(C=C(C=C1)F)C1=NOCC1OCCCC)=O